FC(COC(CO)CO)F 2-(2,2-difluoroethoxy)propane-1,3-diol